ClC1=C(C(=CC(=C1)Cl)Cl)CCl 1,3,5-trichloro-2-(chloromethyl)benzene